C(C=C)C1=CC(=CC(=C1O)CC=C)C 2,6-diallyl-p-cresol